FC1=C(C2=C(OCCO2)C(=C1)CO)C#N 6-fluoro-8-(hydroxymethyl)-2,3-dihydrobenzo[b][1,4]dioxine-5-carbonitrile